N-(2-methylimidazo[1,2-a]pyrazin-6-yl)-1,1-diphenylmethanimine CC=1N=C2N(C=C(N=C2)N=C(C2=CC=CC=C2)C2=CC=CC=C2)C1